C1(CC1)S(=O)(=O)NC1=CC(=NC=C1)C(CC1N(CCCC1)C(=O)OC(C)(C)C)NC(=O)C=1SC(=CN1)C1=NC(=CN=C1)OCC tert-butyl 2-(2-(4-(cyclopropanesulfonamido)pyridin-2-yl)-2-(5-(6-ethoxypyrazin-2-yl)thiazole-2-carboxamido)ethyl)piperidine-1-carboxylate